(R)-2-(7-(3-ethylureido)dibenzo[b,d]furan-2-sulfonamido)-3-methylbutanoic acid C(C)NC(NC1=CC2=C(C3=C(O2)C=CC(=C3)S(=O)(=O)N[C@@H](C(=O)O)C(C)C)C=C1)=O